2-(4'-bromobiphenyl-4-yl)benzol tert-butyl-3-bromo-2-((tert-butoxycarbonyl)oxy)-6-methylbenzoate C(C)(C)(C)C1=C(C(=C(C(=O)O)C(=C1)C)OC(=O)OC(C)(C)C)Br.BrC1=CC=C(C=C1)C1=CC=C(C=C1)C1=CC=CC=C1